BrCCCCCCOC(CCCCC(OCCCCCCC)OCCCCCCC)=O.C(#N)C1=CC(=C(C(=C1)C(C)C)NC(=O)NS(=O)(=O)C=1SC(=CC1)C1(CC1)O)C(C)C N-(4-cyano-2,6-diisopropylphenylcarbamoyl)-5-(1-hydroxycyclopropyl)thiophene-2-sulfonamide 6-bromohexyl-6,6-bis(heptyloxy)hexanoate